(1,2,4-tri-n-propylcyclopentadienyl)tris(methylethylamino)zirconium C(CC)C1(C(=CC(=C1)CCC)CCC)[Zr](N(C)CC)(N(C)CC)N(CC)C